(3S)-1-(3-chlorophenyl)-N-(7-cyano-7-azabicyclo[2.2.1]heptan-2-yl)-5-oxo-3-pyrrolidinecarboxamide ClC=1C=C(C=CC1)N1C[C@H](CC1=O)C(=O)NC1C2CCC(C1)N2C#N